diglycidyl-4-cyclohexene-1,2-dicarboxylic acid (diglycidyl-cyclohexene-1,2-dicarboxylate) C(C1CO1)C1(C(=C(CCC1)C(=O)O)C(=O)O)CC1CO1.C(C1CO1)C1=C(CC(C(C1)C(=O)O)C(=O)O)CC1CO1